ClC1=CC(=C(OCCC=O)C=C1)C 3-(4-chloro-2-methylphenoxy)propanal